4-amino-1-(2-deoxy-beta-D-erythro-pentofuranosyl)-1,3,5-triazin NC1=NCN(C=N1)[C@H]1C[C@H](O)[C@H](O1)CO